CN([C@@]1(CN(CCC1)C1=CC(=C(C(=C1)F)S(=O)(=O)NC1=NC=NC=C1)F)C1CC(C1)C1=CC(=CC=C1)C(F)(F)F)C 4-((R)-3-(dimethylamino)-3-((1r,3R)-3-(3-(trifluoromethyl)phenyl)cyclobutyl)piperidin-1-yl)-2,6-difluoro-N-(pyrimidin-4-yl)benzenesulfonamide